Sodium N-(2,2-dimethoxyethyl)sulfamate COC(CNS([O-])(=O)=O)OC.[Na+]